N1=C(N=CC=C1)CN1N=C2N(C3=C(C=C2)NCC3)C1=O 2-(pyrimidin-2-ylmethyl)-2,6,7,8-tetrahydro-1H-pyrrolo[2,3-e][1,2,4]triazolo[4,3-a]pyridin-1-one